N-phenyl-N-(3-(4,4,5,5-tetramethyl-1,3,2-dioxaborolan-2-yl)phenyl)naphthalen-1-amine C1(=CC=CC=C1)N(C1=CC=CC2=CC=CC=C12)C1=CC(=CC=C1)B1OC(C(O1)(C)C)(C)C